ClC=1C(=C(C=CC1)C[C@@H]1N(C[C@@H]([C@@H]1NS(=O)(=O)CC)F)C(=O)OCC1=CC=CC=C1)F benzyl (2S,3R,4S)-2-[(3-chloro-2-fluorophenyl) methyl]-3-[(ethanesulfonyl) amino]-4-fluoropyrrolidine-1-carboxylate